Cl.NC1=C(C=C2C(=N1)C(C=1C(=CC=CC1O2)Cl)=O)OC2=C(C=C(C=C2)N2CCNCC2)F 2-amino-9-chloro-3-(2-fluoro-4-(piperazin-1-yl)phenoxy)-10H-chromeno[3,2-b]pyridin-10-one hydrochloride